(E)-5-bromo-3-(2-(2-(3,4,5-trimethoxyphenyl)-1,3-dithian-2-yl)vinyl)-1H-indole BrC=1C=C2C(=CNC2=CC1)\C=C\C1(SCCCS1)C1=CC(=C(C(=C1)OC)OC)OC